S1=CC=CC1 thiacyclopentadiene